2-(4-bromo-5-methylpyrazol-1-yl)acetic acid BrC=1C=NN(C1C)CC(=O)O